FC1=C(C=C(N)C=C1)C[S@](=O)C |r| (±)-4-fluoro-3-((methylsulfinyl)methyl)aniline